N-(1-cyclobutyl-7-(trifluoromethoxy)-1H-benzo[d]imidazol-2-yl)-3,3-dimethylbutanamide C1(CCC1)N1C(=NC2=C1C(=CC=C2)OC(F)(F)F)NC(CC(C)(C)C)=O